N'-{5H,6H,7H-cyclopenta[b]pyridin-3-yl}-N-(5,6-difluoro-1H-indol-3-yl)ethanediamide N1=C2C(=CC(=C1)NC(C(=O)NC1=CNC3=CC(=C(C=C13)F)F)=O)CCC2